N-(1-(2-naphthoyl)-3-phenylbicyclo[2.1.1]hex-2-en-2-yl)-N-benzylmethanesulfonamide C1=C(C=CC2=CC=CC=C12)C(=O)C12C(=C(C(C1)C2)C2=CC=CC=C2)N(S(=O)(=O)C)CC2=CC=CC=C2